FC(C1=NN(C2=CC(=CC=C12)C(=O)NC1=CC2=C(C=N1)C=C(N2COCC[Si](C)(C)C)[C@@H]2N(CCC2)C)C)F 3-(difluoromethyl)-1-methyl-N-[2-[(2R)-1-methylpyrrolidin-2-yl]-1-[[2-(trimethylsilyl)ethoxy]methyl]pyrrolo[3,2-c]pyridin-6-yl]indazole-6-carboxamide